CN1C(C(=CC2=C(C=C(C=C12)N1CCOCC1)N1C2=C(N(CC1)CC(=O)O)C=C(N=C2)C=2C=NN(C2)C)C)=O 2-(4-(1,3-dimethyl-7-morpholino-2-oxo-1,2-dihydroquinolin-5-yl)-7-(1-methyl-1H-pyrazol-4-yl)-3,4-dihydropyrido[3,4-b]pyrazin-1(2H)-yl)acetic acid